3,6-difluoropicolinic acid FC=1C(=NC(=CC1)F)C(=O)O